FC(OC1=CC=C(C=N1)N1CC=2C(=NC=CC2C1=O)C1=C(C=C(C=C1)F)O)F 2-[6-(difluoromethoxy)pyridin-3-yl]-4-(4-fluoro-2-hydroxyphenyl)-2,3-dihydro-1H-pyrrolo[3,4-c]pyridin-1-one